FC1(C(C1)C=1C(=C(C=C(C1)N1C[C@H](OCC1)C)N1C(N(C=C1)CC=1C=NN(C1)CC)=O)F)F 1-{3-(2,2-difluorocyclopropyl)-2-fluoro-5-[(2R)-2-methylmorpholin-4-yl]phenyl}-3-[(1-ethyl-1H-pyrazol-4-yl)methyl]-1,3-dihydro-2H-imidazol-2-one